FC1=CC(=C(C=C1)B(O)O)OC(C)C 4-FLUORO-2-ISOPROPOXYPHENYLBORONIC ACID